C(C)N1C(N(C=C(C1=O)C)CC(=O)N1[C@@H](C[C@H](C1)F)C(=O)N[C@@H](C1=CC=CC=C1)C1=NC(=C(C=C1)C(C)C)F)=O (2S,4R)-1-[2-(3-ethyl-5-methyl-2,4-dioxo-1,2,3,4-tetrahydropyrimidin-1-yl)acetyl]-4-fluoro-N-[(S)-[6-fluoro-5-(propan-2-yl)pyridin-2-yl](phenyl)methyl]pyrrolidine-2-carboxamide